(E)-7-nitro-1H-indole-3-carbaldehyde oxime [N+](=O)([O-])C=1C=CC=C2C(=CNC12)/C=N/O